FC=1C(=NC=C(C1)F)N1C=2C=C(C(=CC2C2=CN(C(C=3NC=C(C1)C23)=O)C)CS(=O)(=O)C)C(=O)O 8-(3,5-difluoro-2-pyridyl)-15-methyl-4-(methylsulfonylmethyl)-14-oxo-8,12,15-triazatetracyclo[8.6.1.02,7.013,17]heptadeca-1(16),2(7),3,5,10,13(17)-hexaene-5-carboxylic acid